NC1=NC=2C=C(C(=CC2C2=C1C=NN2C)C(=O)N([C@@H]2COCC1=C2C=CC(=C1)OC(F)(F)F)C)F 4-amino-7-fluoro-N,1-dimethyl-N-((4S)-7-(trifluoromethoxy)-3,4-dihydro-1H-2-benzopyran-4-yl)-1H-pyrazolo[4,3-c]quinoline-8-carboxamide